2-[(3-cyano-2-pyridinyl)amino]ethyl-2-[(2-thienylmethyl)thio]-benzamide C(#N)C=1C(=NC=CC1)NCCC=1C(=C(C(=O)N)C=CC1)SCC=1SC=CC1